difluoroallene C=C=C(F)F